O1[C@@H](COCC1)C=1C2=C(C(=NC1)OC)N=CS2 (R)-7-[1,4]Dioxan-2-yl-4-methoxy-thiazolo[4,5-c]pyridin